S(OC1=CC=C(C=C1)OCC1=C(C=C(C=C1F)C1=NOC(=C1)O)F)(=O)(=O)F 4-((2,6-difluoro-4-(5-hydroxyisoxazol-3-yl)benzyl)oxy)phenyl sulfurofluoridate